FC(C=1N=C(C(=NC1C)C(=O)O)C)F 5-(difluoromethyl)-3,6-dimethylpyrazine-2-carboxylic acid